FC(OC=1C=C(C=CC1)C=1C=CC2=C(C3N(CCC2C3)C(=O)OCC3=CC=CC=C3)C1)(F)F Benzyl 8-(3-(trifluoromethoxy)phenyl)-1,3,4,5-tetrahydro-2H-1,5-methanobenzo[c]azepine-2-carboxylate